N[C@@H]1[C@@H](OCC12CCN(CC2)C=2N=C(C(=NC2CO)SC2=C(C(=NC=C2)N2CC(C2)C(C)(C)O)Cl)C)C 2-(1-(4-(5-((3S,4S)-4-amino-3-methyl-2-oxa-8-azaspiro[4.5]decan-8-yl)-6-(hydroxymethyl)-3-methylpyrazin-2-ylthio)-3-chloropyridin-2-yl)azetidin-3-yl)propan-2-ol